6-(1-methyl-1H-pyrazol-4-yl)-N-(3-morpholinopropyl)-9H-pyrimido[4,5-b]indol-4-amine CN1N=CC(=C1)C=1C=C2C3=C(NC2=CC1)N=CN=C3NCCCN3CCOCC3